SC1=CC=C2C=C(NC2=C1)CNC(=O)C1(CC1)C N-((6-mercapto-1H-indol-2-yl)methyl)-1-methylcyclopropanecarboxamide